FC1=C(C(=CC=C1C(F)(F)F)OC)C1=C(C(=O)O)C=CC(=N1)C (2-fluoro-6-methoxy-3-(trifluoromethyl)phenyl)-6-methylnicotinic acid